C1(CCC1)N1C=NC(=C1)C(=O)N1C[C@H]2C([C@H]2C1)C1=NOC(C1)(C)C (1-cyclobutyl-1H-imidazol-4-yl)[(1R,5S,6r)-6-(5,5-dimethyl-4,5-dihydro-1,2-oxazol-3-yl)-3-azabicyclo[3.1.0]hex-3-yl]methanone